Methyl 2-(2,4-dioxo-1H-quinazolin-3-yl)-3-hydroxypropanoate O=C1NC2=CC=CC=C2C(N1C(C(=O)OC)CO)=O